[Ca].[Fe].[Zn].[Mg].[Li] lithium magnesium zinc iron calcium